THIA-PREGNAN-20-ONE-3α-OL SC([C@H]1CC[C@H]2[C@@H]3CCC4C[C@@H](CC[C@]4(C)[C@H]3CC[C@]12C)O)=O